2-({[(2S,4R)-1-[(2S)-2-[(1-fluorocyclopropyl)formamido]-3,3-dimethylbutanoyl]-4-hydroxypyrrolidin-2-yl]formamido}methyl)-5-(4-methyl-1,3-thiazol-5-yl)phenoxyacetic acid FC1(CC1)C(=O)N[C@H](C(=O)N1[C@@H](C[C@H](C1)O)C(=O)NCC1=C(OCC(=O)O)C=C(C=C1)C1=C(N=CS1)C)C(C)(C)C